ClC1=NC=2N(C(=C1)N1[C@@H](C(OCC1)[2H])C)C(=NC2)CC (R)-4-(2-chloro-6-ethylimidazo[1,5-a]pyrimidin-4-yl)-3-methylmorpholine-2-d